methyl 3-(18-ethyl-3-(ethylcarbamoyl)-5-(2-methoxy-2-oxoethyl)-2,8,12,17-tetramethyl-13-vinyl-7H,8H-porphyrin-7-yl)propanoate C(C)C1=C(C=2C=C3C(=C(C(=CC=4C(C(C(=C(C5=C(C(=C(N5)C=C1N2)C)C(NCC)=O)CC(=O)OC)N4)CCC(=O)OC)C)N3)C)C=C)C